7-fluoro-2-(hydroxymethyl)indan-5-ol FC=1C=C(C=C2CC(CC12)CO)O